C(C)(C)(C)N1N=C(C=C1NC1=CC=C2C(N(N(C2=C1)C)CC1=CC=C(C=C1)OC)=O)[C@@H]1C[C@@H](CC1)O 6-({1-tert-butyl-3-[(1S,3R)-3-hydroxycyclopentyl]-1H-pyrazol-5-yl}amino)-2-[(4-methoxyphenyl)methyl]-1-methyl-2,3-dihydro-1H-indazol-3-one